CC(CC(=O)OCC(=O)NCC1=C(C=C(C(=C1)OC)O)I)C 2-((4-hydroxy-2-iodo-5-methoxybenzyl)amino)-2-oxoethyl 3-methyl-butanoate